[Cl-].[Cl-].[Cl-].C(CCCCCCCCCCCCCCCCCCCCC)[NH3+].C(CCCCCCCCCCCCCCCCCCCCC)[NH3+].C(CCCCCCCCCCCCCCCCCCCCC)[NH3+] Behenyl-ammonium trichloride